ClC1=C(C(=C(C=C1OC)OC)Cl)C1=CC2=C(N=C(N=C2)N[C@H]2[C@H](COC2)NC(C=C)=O)C(=N1)NCCSC(C)C N-((3R,4S)-4-((6-(2,6-dichloro-3,5-dimethoxyphenyl)-8-((2-(isopropylthio)ethyl)amino)pyrido[3,4-d]pyrimidin-2-yl)amino)tetrahydrofuran-3-yl)acrylamide